4-(Bis(2-((((9H-fluoren-9-yl)methoxy)carbonyl)amino)ethyl)amino)-4-oxobutanoic acid C1=CC=CC=2C3=CC=CC=C3C(C12)COC(=O)NCCN(C(CCC(=O)O)=O)CCNC(=O)OCC1C2=CC=CC=C2C=2C=CC=CC12